3-methyl-1,3-butanediol diacrylate C(C=C)(=O)OCCC(C)(OC(C=C)=O)C